OC1=C2C(C=C(OC2=CC(=C1)C(=O)[C@H](O)[C@H](O)[C@H](O)[C@H](O)COC1[C@H](O)[C@H](OC(C)=O)[C@@H](OC(C)=O)[C@@H](O1)C)C1=CC=C(C=C1)O)=O 5-hydroxy-2-(4-hydroxyphenyl)-4-oxo-4H-chromen-7-yl-6-O-(3,4-di-O-acetyl-6-deoxy-L-mannopyranosyl)-D-allose